FC1=C(C=CC=C1)C1=NC=CC(=C1)C1(NC=NC(=C1)NC1=C(C=C(C(=C1)C)N1CCC(CC1)N1CCOCC1)OC)N 4-(2-(2-fluorophenyl)pyridin-4-yl)-N6-(2-methoxy-5-Methyl-4-(4-morpholinopiperidin-1-yl)phenyl)pyrimidine-4,6-diamine